BrC1=CC=C(N=N1)N[C@@H]1CC[C@H]2CN(C[C@H]21)C(=O)C2=CC=1C=NC=CC1S2 [(3aS,4R,6aR)-4-[(6-bromo-3-pyridazinyl)amino]hexahydrocyclopenta[c]pyrrol-2(1H)-yl](thieno[3,2-c]pyridin-2-yl)methanone